3-{2-[(3,5-dimethylphenyl)amino]pyrimidin-4-yl}-1-methyl-N-[2-(pyrrolidin-1-yl)ethyl]-1H-pyrazole-5-carboxamide CC=1C=C(C=C(C1)C)NC1=NC=CC(=N1)C1=NN(C(=C1)C(=O)NCCN1CCCC1)C